C1N(CCCC12CN(CCC2)C(CCCN2C[C@@H](CC2)OCC2=CC=CC=C2)=O)C(CCCN2C[C@@H](CC2)OCC2=CC=CC=C2)=O 1,1'-(2,8-diazaspiro[5.5]undecane-2,8-diyl)bis(4-((R)-3-(benzyloxy)pyrrolidin-1-yl)butan-1-one)